Br.NCCCCC1=CC=C(C=C1)O 4-(4-aminobutyl)phenol hydrobromide